NC1=NC=CC=C1C1=NC=2C(=NC(=CC2)C2=CC(=CC=C2)F)N1C1=CC=C(CN2CCN(CC2)C(=O)C2=CC(=C(C=O)C=C2)O)C=C1 4-(4-(4-(2-(2-aminopyridin-3-yl)-5-(3-fluorophenyl)-3H-imidazo[4,5-b]pyridin-3-yl)benzyl)piperazine-1-carbonyl)-2-hydroxybenzaldehyde